C(#N)C=1C(=CC(=NC1N1[C@H](CC1)C)N1CC2(CC(C2)C(=O)O)CC1)C(F)(F)F (S)-6-(5-cyano-6-(2-methylazetidine-1-yl)-4-(trifluoromethyl)pyridin-2-yl)-6-azaspiro[3.4]octan-2-carboxylic acid